ClC=1C(=CC2=C(C(OC(N2C)=O)=O)C1)OC 6-chloro-7-methoxy-1-methyl-2H-3,1-benzoxazine-2,4(1H)-dione